1,5-dihydro-3,4-dimethyl-2H-pyrrole-2-one CC=1C(NCC1C)=O